ClC=1C=CC(=NC1C1=C(C(=CC=C1)F)C)NS(=O)(=O)C1=CC(=NC=C1)N1[C@@H](COCC1)C (R)-N-(5-chloro-6-(3-fluoro-2-methylphenyl)pyridin-2-yl)-2-(3-methylmorpholinyl)pyridine-4-sulfonamide